(1R)-1-{5-[2-Methyl-5-(trifluoromethyl)pyridin-3-yl]-1,2,4-oxadiazol-3-yl}-6-azaspiro[2.5]octan-6-sulfonamid CC1=NC=C(C=C1C1=NC(=NO1)[C@@H]1CC12CCN(CC2)S(=O)(=O)N)C(F)(F)F